(S)-5-(Azetidin-2-ylmethoxy)-N-(1-(7-(5-cyanothiophen-2-yl)quinolin-5-yl)cyclopropyl)-2-methylbenzamide N1[C@@H](CC1)COC=1C=CC(=C(C(=O)NC2(CC2)C2=C3C=CC=NC3=CC(=C2)C=2SC(=CC2)C#N)C1)C